CP(=O)(C)C1=CC=C(C=N1)NC(=O)[C@H]1CC12CCN(CC2)C(=O)OC(C(F)(F)F)C(F)(F)F 1,1,1,3,3,3-Hexafluoropropan-2-yl (S)-1-((6-(dimethylphosphoryl)pyridin-3-yl)carbamoyl)-6-azaspiro[2.5]octan-6-carboxylat